2-Methyl-3-Phenyl-Propenal CC(C=O)=CC1=CC=CC=C1